O=C(CCCCCN(CCCCCCCC(=O)OCCCC(CCCCC)CCCCC)CCN1CCNCC1)OCCCCCCCCCCC 4-pentylnonyl 8-[(6-oxo-6-undecoxy-hexyl)-(2-piperazin-1-ylethyl) amino]octanoate